CP(=O)(C)C1=C(C=CC=C1)NC=1N=C(N=NC1C(=O)NC([2H])([2H])[2H])NC1=C(C=C2CCN(CC2=C1)C)OC ((2-(dimethylphosphoryl)phenyl)amino)-3-((6-methoxy-2-methyl-1,2,3,4-tetrahydroisoquinolin-7-yl)amino)-N-(methyl-d3)-1,2,4-triazine-6-carboxamide